(2,6-dihydroxy-5'-methyl-4-pentyl-1',2',3',4'-tetrahydro-[1,1'-biphenyl]-3-yl)(pyrrolidin-1-yl)methanone OC1=C(C(=CC(=C1C(=O)N1CCCC1)CCCCC)O)C1CCCC(=C1)C